C(C=C)N1N=CC=C1C(=O)N[C@@H](C(C1CC1)C1CC1)C(=O)NC=1C=NC(=CC1)C=1C(=NNC1C)C (S)-1-allyl-N-(1,1-dicyclopropyl-3-((6-(3,5-dimethyl-1H-pyrazol-4-yl)pyridin-3-yl)amino)-3-oxopropan-2-yl)-1H-pyrazole-5-carboxamide